5-[[2-[6-(trifluoromethoxy)quinazolin-4-yl]-2,7-diazaspiro[3.5]non-7-yl]methyl]indole-2-carbonitrile FC(OC=1C=C2C(=NC=NC2=CC1)N1CC2(C1)CCN(CC2)CC=2C=C1C=C(NC1=CC2)C#N)(F)F